FC(F)(F)[B-](C(F)(F)F)(C(F)(F)F)C(F)(F)F.[Na+] Sodium tetrakis(trifluoromethyl)borate